(R)-4-(2-Amino-4-((1-hydroxy-2-methylhexan-2-yl)amino)quinazolin-7-yl)-5-((dimethylamino)methyl)pyridin-2(1H)-one NC1=NC2=CC(=CC=C2C(=N1)N[C@@](CO)(CCCC)C)C1=CC(NC=C1CN(C)C)=O